C(C1=CC=CC=C1)OC1=C(C=C(C=O)C=C1)F 4-(benzyloxy)-3-fluorobenzaldehyde